S(C)(=O)(=O)[O-].C[NH+]1C(CCCC1)C 1,2-dimethylpiperidinium mesylate